ClC(=O)O.O1CCCC1 oxacyclopentane chloroformate